CC=1N=C(C2=C(N1)C(=NC(=C2)N2CCN(CC2)C)C)N[C@H](C)C2=CC(=CC=C2)C(F)(F)F 2,8-dimethyl-6-(4-methylpiperazin-1-yl)-N-{(1R)-1-[3-(trifluoromethyl)phenyl]ethyl}pyrido[3,4-d]pyrimidin-4-amine